methanesulfonic acid gold salt [Au+3].CS(=O)(=O)[O-].CS(=O)(=O)[O-].CS(=O)(=O)[O-]